C1(CC1)C#CC=1C(=NC(=NC1C1=C2C=NNC2=CC=C1C)N1CCOCC1)N1CC2(CN(C2)C(C=C)=O)CC1 1-(6-(5-(cyclopropylethynyl)-6-(5-methyl-1H-indazol-4-yl)-2-morpholinopyrimidin-4-yl)-2,6-diazaspiro[3.4]octan-2-yl)prop-2-en-1-one